O.Cl.Cl.C(C1=CC=CC=C1)(=O)N benzamide bis-HCl salt hydrate